N1(N=CN=C1)C(=O)N1[C@@H](CCCC1)CN1N=C(C(=C1N)C(=O)N)C1=CC=C(C=C1)OC1=CC=CC=C1 (S)-1-((1-(1H-1,2,4-triazole-1-carbonyl)piperidin-2-yl)methyl)-5-amino-3-(4-phenoxyphenyl)-1H-pyrazole-4-carboxamide